CS(=O)(=O)N1N=C(C=C1)B1OC(C(O1)(C)C)(C)C 1-methanesulfonyl-3-(4,4,5,5-tetramethyl-1,3,2-dioxaborolan-2-yl)pyrazole